FC=1C=C(C=CC1C=1N=C2SC3=C(N2C1)C=C(C(=C3)C(NCCCN3CCC(CC3)F)=O)C)[C@@H]3N(CCC3)C(=O)OC(C)(C)C tert-butyl (R)-2-(3-fluoro-4-(7-((3-(4-fluoropiperidin-1-yl)propyl)carbamoyl)-6-methylbenzo[d]imidazo[2,1-b]thiazol-2-yl)phenyl)pyrrolidine-1-carboxylate